5-(4-chloro-2-fluorophenyl)-2,3-dimethyl-7-(3-(1-methyl-1H-imidazol-2-yl)-1-pyrrolidinyl)pyrido[4,3-d]pyrimidin-4(3H)-one ClC1=CC(=C(C=C1)C1=NC(=CC=2N=C(N(C(C21)=O)C)C)N2CC(CC2)C=2N(C=CN2)C)F